(S)-1-(4-fluorophenyl)-N-(((R)-2-oxooxazolidin-4-yl)methyl)-3,4-dihydroisoquinoline FC1=CC=C(C=C1)[C@@H]1N(CCC2=CC=CC=C12)C[C@H]1NC(OC1)=O